N-((1,1-dioxidotetrahydro-2H-thiopyran-4-yl)methyl)-4-(isopropylamino)-6-(1H-pyrazol-4-yl)quinoline-3-carboxamide O=S1(CCC(CC1)CNC(=O)C=1C=NC2=CC=C(C=C2C1NC(C)C)C=1C=NNC1)=O